FC=1C(=C2C(C(NC2=C(C1)F)=O)=O)OC 5,7-difluoro-4-methoxyindoline-2,3-dione